(R)-3-(1-((2-(5-((3-chloro-5-(methylsulfonamido)phenyl)carbamoyl)-2-methylthiophen-3-yl)-5-fluoropyridin-3-yl)oxy)ethyl)-5-fluoropyridine 1-oxide ClC=1C=C(C=C(C1)NS(=O)(=O)C)NC(=O)C1=CC(=C(S1)C)C1=NC=C(C=C1O[C@H](C)C=1C=[N+](C=C(C1)F)[O-])F